C(C)(=O)NCCCN1CCCC1 N-(3-acetamidopropyl)pyrrolidin